C1(CC1)OC=1C=C2C=CNC2=CC1 5-cyclopropoxy-1H-indole